C1CCC1 anti-cyclobutane